potassium lauryl sarcosinate sodium [Na].N(C)CC(=O)OCCCCCCCCCCCC.[K]